N-[4-methoxy-6-(pyrazol-1-ylmethyl)-1,2-benzooxazol-3-yl]benzenesulfonamide COC1=CC(=CC2=C1C(=NO2)NS(=O)(=O)C2=CC=CC=C2)CN2N=CC=C2